C1(=CC=CC=C1)CC(CCCC)O 1-phenylhexan-2-ol